C[Si](C)(C)N([Si](C)(C)C)[SiH2]C(F)(F)F bis-trimethylsilylamino-trifluoromethyl-silane